copper acetyltyrosine C(C)(=O)N[C@@H](CC1=CC=C(C=C1)O)C(=O)O.[Cu]